4-(4-chlorophenyl)-7-methoxy-N-(1-methylpiperidin-3-yl)pyrido[3,4-d]pyridazin-1-amine ClC1=CC=C(C=C1)C=1N=NC(=C2C1C=NC(=C2)OC)NC2CN(CCC2)C